N-[(2R)-2-(6-chloropyridin-3-yl)-2-fluoroethyl]carbamic acid tert-butyl ester C(C)(C)(C)OC(NC[C@H](F)C=1C=NC(=CC1)Cl)=O